C(C)(C)(C)OC(=O)N1C=2C=CC(=NC2CCC1)C1(CCC1)C(=O)O 1-(5-(tert-butoxycarbonyl)-5,6,7,8-tetrahydro-1,5-naphthyridin-2-yl)cyclobutane-1-carboxylic acid